6-{8-[(2-cyano-2-methylideneethyl)amino]-7-methoxynaphthalen-2-yl}-N-[(1R,3S)-3-acetamidocyclohexyl]pyridine-2-carboxamide C(#N)C(CNC=1C(=CC=C2C=CC(=CC12)C1=CC=CC(=N1)C(=O)N[C@H]1C[C@H](CCC1)NC(C)=O)OC)=C